C1(CC1)C1=NN=C2C=3NC=C(C3CCCN12)C1=NC(=NC=C1C(F)(F)F)N[C@@H]1CNCCC1 4-{5-cyclopropyl-3,4,6,13-tetraazatricyclo[8.3.0.02,6]trideca-1(10),2,4,11-tetraen-11-yl}-N-[(3S)-piperidin-3-yl]-5-(trifluoromethyl)pyrimidin-2-amine